OC(CC(=O)O)(CCO)C 3,5-dihydroxy-3-methylvaleric acid